ethyl 5-chloro-2-((4-cyano-2-meth-ylphenyl)amino)-benzoate ClC=1C=CC(=C(C(=O)OCC)C1)NC1=C(C=C(C=C1)C#N)C